COCCOC=1C=CC(=NC1)C=1C=NC(=CC1NC1=NC(=CC=C1)S(=O)(=O)C)NC(C)=O N-(5-(2-methoxyethoxy)-4'-((6-(methylsulfonyl)pyridin-2-yl)amino)-[2,3'-bipyridin]-6'-yl)acetamide